ClC1=C2C(=NN(C2=CC=C1)S(=O)(=O)C1=CC=C(C=C1)C(C)(F)F)C1CC(CC1)(F)F 4-chloro-3-(3,3-difluorocyclopentyl)-1-[4-(1,1-difluoroethyl)phenyl]sulfonyl-indazole